ClC1=CC(=C(CN2C(NC(C=3NC=NC23)=O)=C=S)C=C1)C1NCCOC1 3-(4-Chloro-2-(morpholin-3-yl)benzyl)-2-thiocarbonyl-1,2,3,7-tetrahydro-6H-purin-6-one